Cl.COC1=CC=C2CCNCC2=C1 7-methoxy-1,2,3,4-tetrahydroisoquinoline hydrochloride